ClC1=CNC2=NC=CC(=C21)OC2=C(C=C(C=C2F)NC(=S)NC[C@](COC(C)C)(C)CO)F |r| (+/-)-N-{4-[(3-chloro-1H-pyrrolo[2,3-b]pyridin-4-yl)oxy]-3,5-difluorophenyl}-N'-{2-(hydroxymethyl)-2-methyl-3-[(propan-2-yl)oxy]propyl}thiourea